Benzyl (S)-3-amino-4-oxo-5-(2,3,5,6-tetrafluorophenoxy)pentanoate hydrochloride Cl.N[C@@H](CC(=O)OCC1=CC=CC=C1)C(COC1=C(C(=CC(=C1F)F)F)F)=O